FC(C)(F)C1(CC1)C#CC1=C2CCCN(C2=CN=C1)C1=NC=2N(C3=C1C(=CN=C3)F)C(=NN2)C 5-(5-((1-(1,1-difluoroethyl)cyclopropyl)ethynyl)-3,4-dihydro-1,7-naphthyridin-1(2H)-yl)-6-fluoro-1-methylpyrido[4,3-e][1,2,4]triazolo[4,3-a]pyrimidine